2-pentoxy-5,6-dihydro-4H-1,3-oxazine C(CCCC)OC=1OCCCN1